NC(COCC1CC1)C1=NC=CC(=C1)NC(=O)C1OC(C(C1C1=C(C(=C(C=C1)F)F)OC)C)(C(F)(F)F)C N-(2-(1-amino-2-(cyclopropylmethoxy)ethyl)pyridin-4-yl)-3-(3,4-difluoro-2-Methoxyphenyl)-4,5-dimethyl-5-(trifluoromethyl)tetrahydrofuran-2-carboxamide